N[C@@H](C)C(=O)N[C@@H](CC(N)=O)C(=O)N[C@@H](C(C)C)C(=O)N[C@@H](C)C(=O)N[C@@H](CCC(=O)O)C(=O)N[C@@H](CC(N)=O)C(=O)N[C@@H](C)C(=O)O L-alanyl-L-asparaginyl-L-valyl-L-alanyl-L-glutamyl-L-asparaginyl-L-alanine